tert-Butyl 4-[(4-cyano-2-pyridyl)amino]piperidine-1-carboxylate C(#N)C1=CC(=NC=C1)NC1CCN(CC1)C(=O)OC(C)(C)C